O[C@@]1(C(N(CC1)C)=O)C1=CC(=NO1)C=1C=C(C=CC1)C1=CC(=CC(=N1)C(=O)N)OC (R)-6-(3-(5-(3-hydroxy-1-methyl-2-oxopyrrolidin-3-yl)isoxazol-3-yl)phenyl)-4-methoxypyridineamide